COC=1N=C2C(=CC=NC2=CC1OC)OC1=CC=C(C=C1)NC(=O)C=1C(C(=C(N2C1COCC2)C)C=2SC=CC2)=O N-[4-[(6,7-Dimethoxy-1,5-naphthyridin-4-yl)oxy]phenyl]-6-methyl-8-oxo-7-thiophen-2-yl-3,4-dihydro-1H-pyrido[2,1-c][1,4]oxazine-9-carboxamide